SCCC[Si](Cl)(Cl)Cl γ-mercaptopropyl-trichlorosilane